C(CCC)N(C([S-])=S)CCCC N,N-dibutyldithiocarbamate